(((2-hydroxy-4-pentadecylbenzene-1,3,5-triyl)tris(methylene))tris(oxy))trimethanol OC1=C(C=C(C(=C1COCO)CCCCCCCCCCCCCCC)COCO)COCO